5-fluoro-1-(2-fluorobenzyl)-1H-pyrazolo[3,4-b]pyridine-3-formate FC=1C=C2C(=NC1)N(N=C2C(=O)[O-])CC2=C(C=CC=C2)F